[K].[P].S=[N] sulfenyl-nitrogen phosphorus potassium